2-[1-methyl-1-phenyl-2-[3-(4,4,5,5-tetramethyl-1,3,2-dioxaborolan-2-yl)phenyl]ethyl]pyridine CC(CC1=CC(=CC=C1)B1OC(C(O1)(C)C)(C)C)(C1=CC=CC=C1)C1=NC=CC=C1